3-(4-prop-2-ynoxyphenyl)prop-2-en-1-one C(C#C)OC1=CC=C(C=C1)C=CC=O